COC(=O)C=1N(N=C2C=CC(=CC12)OCC1COC1)C 2-methyl-5-(oxetan-3-ylmethoxy)-2H-indazole-3-carboxylic acid methyl ester